5-(6-Isopropyl-4-methyl-3,4-dihydro-2H-benzo[1,4]oxazin-7-yloxy)-pyrimidine-2,4-diamine C(C)(C)C=1C(=CC2=C(N(CCO2)C)C1)OC=1C(=NC(=NC1)N)N